P(=S)([S-])([S-])[S-].[Li+].[Li+].[Li+] Lithium tetrathiophosphate